BrC1=NC(=CC(=C1OCOC)C1=CC(=C(C=C1)N1C(N(C=C1)C)=O)Cl)OCC1=CC=C(C=C1)OC 1-(4-(2-bromo-6-((4-methoxybenzyl)oxy)-3-(methoxymethoxy)pyridin-4-yl)-2-chlorophenyl)-3-methyl-1H-imidazol-2(3H)-one